O=C1NC(C(N1)(C=1N=CSC1C(F)(F)F)CNC(=O)C=1C(=CC=CC1)C1=CC=C(C=C1)C(F)(F)F)=O N-({2,5-dioxo-4-[5-(trifluoromethyl)-1,3-thiazol-4-yl]imidazolidin-4-yl}methyl)-4'-(trifluoromethyl)[biphenyl]-2-carboxamide